C(#N)C=1C=C(C=CC1OC)C1CCC(CC1)CN(C(=O)[C@@H]1CC[C@H](CC1)O)C1=NC=CC(=C1)C=1C=NN(C1)C(C)C trans-N-((4-(3-Cyano-4-methoxyphenyl)cyclohexyl)methyl)-4-hydroxy-N-(4-(1-isopropyl-1H-pyrazol-4-yl)pyridin-2-yl)cyclohexanecarboxamide